3-(7-fluoro-1-oxo-4-((4-((((1R,2S,4R)-1,7,7-trimethylbicyclo[2.2.1]heptan-2-yl)amino)methyl)benzyl)thio)isoindolin-2-yl)piperidine-2,6-dione FC=1C=CC(=C2CN(C(C12)=O)C1C(NC(CC1)=O)=O)SCC1=CC=C(C=C1)CN[C@@H]1[C@@]2(CC[C@H](C1)C2(C)C)C